C1(=C(C=CC=C1)C1=C(C(=C(C(=C1C1=CC=CC=C1)N(C1=C(C(=CC=2C3=CC=CC=C3CC12)C1=CC=CC=C1)C1=CC=CC=C1)C1=CC=CC=C1)[Si](C1=CC=CC=C1)(C1=CC=CC=C1)C1=CC=CC=C1)C1=CC=CC=2C3=CC=CC=C3NC12)C1=C(C=CC=C1)C1=CC=CC=C1)C1=CC=CC=C1 di(biphenylyl)(carbazolyl)(phenyl)(diphenylfluorenyl)(triphenylsilylbiphenylyl)amine